N-(3-chloro-4-methoxyphenyl)-5-((4-(4-methyl-2-(methylamino)thiazol-5-yl)pyrimidin-2-yl)amino)-1H-indole-2-carboxamide ClC=1C=C(C=CC1OC)NC(=O)C=1NC2=CC=C(C=C2C1)NC1=NC=CC(=N1)C1=C(N=C(S1)NC)C